[Na].C(CN(CC(=O)O)CC(=O)O)N(CC(=O)O)CC(=O)O ethylenediaminetetraacetic acid, hydroxide Sodium